N-methyl-1-{[7-(1-oxo-2,3-dihydroisoindol-4-yl)-1-benzofuran-2-yl]carbonyl}pyrrolidine-2-carboxamide CNC(=O)C1N(CCC1)C(=O)C=1OC2=C(C1)C=CC=C2C2=C1CNC(C1=CC=C2)=O